(RS)-4-Methyl-N-(4-(pyrrolidin-3-yl)phenyl)benzamide CC1=CC=C(C(=O)NC2=CC=C(C=C2)[C@@H]2CNCC2)C=C1 |r|